COC(=O)C=1N(C2=C(C(=CC=C2C1CCCO)Cl)C1=C2N(N=C1CNCC1=CC=C(C=C1)OC)CCC2)C 6-chloro-3-(3-hydroxypropyl)-7-(2-(((4-methoxybenzyl)amino)methyl)-5,6-dihydro-4H-pyrrolo[1,2-b]Pyrazol-3-yl)-1-methyl-1H-indole-2-carboxylic acid methyl ester